CN1[C@H](CN(CC1)C(CNC(\C=C\C1=CC=C(C=C1)C(F)(F)F)=O)=O)C=1OC(=NN1)C (E)-N-[2-[(3R)-4-methyl-3-(5-methyl-1,3,4-oxadiazol-2-yl)piperazin-1-yl]-2-oxoethyl]-3-[4-(trifluoromethyl)phenyl]prop-2-enamide